1-(3-cyano-4-ethoxy-phenyl)-imidazole-4-carboxylic acid C(#N)C=1C=C(C=CC1OCC)N1C=NC(=C1)C(=O)O